(N,N-dibutyl)aminopropylmethyldimethoxysilane C(CCC)N(CCCC)CCC[Si](OC)(OC)C